4-methoxysulfonylthiotetrahydrothiophene-1,1-dioxide COS(=O)(=O)SC1CCS(C1)(=O)=O